5-Amino-N-(3-chloro-4-fluorophenyl)-1-methyl-3-(3-(pyridin-3-yl)cyclopentyl)-1H-pyrazole-4-carboxamide NC1=C(C(=NN1C)C1CC(CC1)C=1C=NC=CC1)C(=O)NC1=CC(=C(C=C1)F)Cl